2-bromo-N-methoxy-N-methylnicotinamide BrC1=C(C(=O)N(C)OC)C=CC=N1